C(C)C1=C(C(C=C1)(P(=O)=O)[Zr](N(C)C)(N(C)C)N(C)C)CC (diethylphosphocyclopentadienyl)tris(dimethylamino)zirconium